3-(4-((2-((tetrahydro-2H-pyran-4-yl)amino)-5-bromopyrimidin-4-yl)thio)phenyl)urea O1CCC(CC1)NC1=NC=C(C(=N1)SC1=CC=C(C=C1)NC(N)=O)Br